FC=1C(=C(C=O)C=C(C1)\C=C\C1=CC=C(C=C1)C=1C=NN(C1)C)O (E)-3-fluoro-2-hydroxy-5-(4-(1-methyl-1H-pyrazol-4-yl)styryl)benzaldehyde